CC1=CC=C(OCC(=O)N(C2COCC2)C2=CC=CC=C2)C=C1 2-(4-methylphenoxy)-N-phenyl-N-tetrahydrofuran-3-ylacetamide